1-bromo-4-chloro-2-(Methoxy-d3)benzene BrC1=C(C=C(C=C1)Cl)OC([2H])([2H])[2H]